C1(=CC=CC=C1)CCC(CCC)=O 1-phenyl-3-hexanone